The molecule is an azamacrocyclic compound that is a hepatitis C protease inhibitor used in combination with elbasvir (under the brand name Zepatier) for treatment of chronic HCV genotypes 1 or 4 infection in adults. It has a role as an antiviral drug, a hepatoprotective agent and a hepatitis C protease inhibitor. It is an azamacrocycle, a carbamate ester, a lactam, an aromatic ether, a member of cyclopropanes, a N-sulfonylcarboxamide and a quinoxaline derivative. CC(C)(C)[C@H]1C(=O)N2C[C@@H](C[C@H]2C(=O)N[C@@]3(C[C@H]3C=C)C(=O)NS(=O)(=O)C4CC4)OC5=NC6=C(C=CC(=C6)OC)N=C5CCCCC[C@@H]7C[C@H]7OC(=O)N1